C(CCCCCCCCCCCCC)[N+](C)(CCCCCCCCCCCCCC)CCCCCCCCCCCCCC tri(tetradecyl)methyl-ammonium